triethylene glycol di-n-butanoate C(CCC)(=O)OCCOCCOCCOC(CCC)=O